1-ETHYL-7-METHYL-2-OXO-1,2-DIHYDROQUINOLINE-3-CARBALDEHYDE C(C)N1C(C(=CC2=CC=C(C=C12)C)C=O)=O